(RS)-1-[3-(dimethylamino)propyl]-1-(4-fluorophenyl)-1,3-dihydroisobenzofuran-5-carbonitrile CN(CCC[C@@]1(OCC2=CC(=CC=C12)C#N)C1=CC=C(C=C1)F)C |r|